(adamantan-1-yl)-2-((2-methoxypyrimidin-4-yl)amino)acetamide C12(CC3CC(CC(C1)C3)C2)C(C(=O)N)NC2=NC(=NC=C2)OC